dichloro-1,1,3-trimethylindan ClC1(C(C2=CC=CC=C2C1C)(C)C)Cl